ClC1=CC=C2C(=NN(C2=C1)C1=CC(=CC=C1)C)C(C)N1N=C(C=2C1=NC=NC2N)C2=CC(=C(C=C2)OCC)F (1-(6-chloro-1-(3-(methyl)phenyl)-1H-indazol-3-yl)ethyl)-3-(4-ethoxy-3-fluorophenyl)-1H-pyrazolo[3,4-d]pyrimidin-4-amine